methyl-iso-pentanone CCC(C(C)C)=O